tert-Butyl 4-{4-[(2,6-dioxopiperidin-3-yl)amino]-2-fluorophenyl}piperazine-1-carboxylate O=C1NC(CCC1NC1=CC(=C(C=C1)N1CCN(CC1)C(=O)OC(C)(C)C)F)=O